Ethyl N-(2-((S)-2-(4-amino-3-chlorobenzamido)-3,3-dimethylbutanamido)-2-phenylacetamido)-N-((E)-4-(benzylamino)-4-oxobut-2-enoyl)glycinate NC1=C(C=C(C(=O)N[C@H](C(=O)NC(C(=O)NN(CC(=O)OCC)C(\C=C\C(=O)NCC2=CC=CC=C2)=O)C2=CC=CC=C2)C(C)(C)C)C=C1)Cl